CC1=CC=C(C=C1)N2C(=O)/C(=C\\C=C\\C3=CC=C(C=C3)N(C)C)/C(=O)NC2=O The molecule is a member of the class of barbiturates that is barbituric acid in which one of the nitrogens (position 1) is substituted by a p-tolyl group while the carbon at position 5 is substituted by a (2E)-3-[p-(dimethylamino)phenyl]allylidene group. It has significant osteogenic activity. It has a role as an osteogenesis regulator. It is a member of barbiturates and a substituted aniline.